FC1=CC=C(OC2=CC=C(C=C2)C2=CC(=NC(=C2)N(C2=CC=CC=C2)C)C(=O)N)C=C1 4-(4-(4-fluorophenoxy)phenyl)-6-(methyl(phenyl)amino)picolinamide